C(CCC)C1=CC=C(C=C1)S(=O)(=O)NC1=C(C=C(C=C1)NC(CCC(=O)NC1=CC(=C(C=C1)NS(=O)(=O)C1=CC=C(C=C1)CCCC)C(=O)OC)=O)P(O)(O)=O (2-(4-butylphenylsulfonamido)-5-(4-((4-(4-butylphenylsulfonamido)-3-(methoxycarbonyl)phenyl)amino)-4-oxobutanamido)phenyl)phosphonic acid